ClC=1C=C(C=CC1)C(=CCC1=C(C(=O)NC=2C=CC=C3C=CC=NC23)C(=CC=C1)C)CCCCC 2-(3-(3-Chlorophenyl)oct-2-en-1-yl)-6-methyl-N-(quinolin-8-yl)benzamide